8-Methoxy-3,4-dihydrobenzo[b][1,4]oxazepine-5(2H)-carboxylic acid tert-butyl ester C(C)(C)(C)OC(=O)N1C2=C(OCCC1)C=C(C=C2)OC